Bis-[N-(3-tert-butyl-o-hydroxybenzylidene)aniline] Titanium dichloride [Cl-].[Cl-].[Ti+2].C(C)(C)(C)C=1C(=C(C=NC2=CC=CC=C2)C=CC1)O.C(C)(C)(C)C=1C(=C(C=NC2=CC=CC=C2)C=CC1)O